2,6-dimethylbenzenamine CC1=C(C(=CC=C1)C)N